5,5-Dimethyl-3-[5-(7-methylspiro[2H-benzofuran-3,1'-cyclopropan]-4-yl)oxypyrazin-2-yl]imidazolidin-2,4-dion CC1(C(N(C(N1)=O)C1=NC=C(N=C1)OC1=CC=C(C2=C1C1(CC1)CO2)C)=O)C